OCCNC1=C(C=C(C=C1)NCCO)[N+](=O)[O-] 1,4-bis-(β-hydroxyethylamino)-2-nitrobenzene